tert-butyl 4-(2-cyano-3-pyridyl)piperazine-1-carboxylate C(#N)C1=NC=CC=C1N1CCN(CC1)C(=O)OC(C)(C)C